5-nitro-2,3,6-trifluorobenzoic acid [N+](=O)([O-])C=1C=C(C(=C(C(=O)O)C1F)F)F